FC1=C(CN2[C@@H](CCC2=O)CC(=O)N[C@H](C(=O)NS(NC(C)C)(=O)=O)C(C)C)C=CC=C1F (S)-2-(2-((S)-1-(2,3-Difluorobenzyl)-5-oxopyrrolidin-2-yl)acetamido)-N-(N-isopropylsulfamoyl)-3-methylbutanamide